ClC=1C=C(C=NC1Cl)NC(=O)[C@@H]1[C@H]2[C@@H]3C[C@@H]3[C@@H]([C@@H]1C1=CC=NC=C1)O2 (1S,2S,4R,5R,6S,7S)-N-(5,6-dichloropyridin-3-yl)-7-(pyridin-4-yl)-8-oxatricyclo[3.2.1.02,4]octane-6-carboxamide